9-[tert-butyl-(dimethyl)silyl]oxy-N-methyl-nonanamide C(C)(C)(C)[Si](OCCCCCCCCC(=O)NC)(C)C